2-cyclopropyl-N-{(2RS)-1-(2,4-dimethylphenyl)-3-[(1,3-dioxo-1,3-dihydro-2H-isoindol-2-yl)oxy]propan-2-yl}-5-[3-(trifluoromethyl)phenoxy]pyrimidine-4-carboxamide C1(CC1)C1=NC=C(C(=N1)C(=O)N[C@H](CC1=C(C=C(C=C1)C)C)CON1C(C2=CC=CC=C2C1=O)=O)OC1=CC(=CC=C1)C(F)(F)F |r|